ClC1=NC=CC(=N1)C1=NN(C2=C(C=CC=C12)F)C (2-chloropyrimidin-4-yl)-7-fluoro-1-methyl-1H-indazole